N[C@H]1C[C@@H](C[C@H]1O)C(=O)N[C@@H](C1(CC2CC2C1)C)C1=C(C(=CC=C1F)Cl)Cl (1S,3S,4R)-3-amino-N-((1S)-(2,3-dichloro-6-fluorophenyl)(3-methylbicyclo[3.1.0]hexan-3-yl)methyl)-4-hydroxycyclopentane-1-carboxamide